CN1C(C(=CC2=C1N=CN=C2)N2CCOCC2)=O 8-methyl-6-(morpholin-4-yl)-7H,8H-pyrido[2,3-d]Pyrimidin-7-one